[Br].C(C)(C)N1CN(C=C1)C 1-isopropyl-3-methylimidazole bromine salt